5-({1-tert-butyl-3-[(1S,3R)-3-hydroxycyclopentyl]-1H-pyrazol-5-yl}amino)-2,3-dihydro-1λ6-benzothiophene-1,1-dione C(C)(C)(C)N1N=C(C=C1NC=1C=CC2=C(CCS2(=O)=O)C1)[C@@H]1C[C@@H](CC1)O